C(C)N(C1=NC(=CC(=N1)C(=O)NC1=CC(=C(C(=O)O)C=C1)C)C)C(C)C 4-(2-(ethyl-(isopropyl)amino)-6-methylpyrimidine-4-amido)-2-methylbenzoic acid